4-(6,7-dimethoxy-quinolin-4-yloxy)phenylamide COC=1C=C2C(=CC=NC2=CC1OC)OC1=CC=C(C=C1)[NH-]